3-(2-aminoethyl)aminopropylsilanetriol NCCNCCC[Si](O)(O)O